3-(6-trifluoromethylpyridazin-3-yl)-3-azabicyclo[3.2.1]octane FC(C1=CC=C(N=N1)N1CC2CCC(C1)C2)(F)F